C(C)OC(=O)C=1NC2=C(C=CC=C2C1CCCOC1=CC=CC2=CC=CC=C12)C=1C(=NN(C1C)C)[C@@H](C)O |r| (rac)-7-{3-[1-hydroxyethyl]-1,5-dimethyl-1H-pyrazol-4-yl}-3-[3-(naphthalen-1-yloxy)propyl]-1H-indole-2-carboxylic acid ethyl ester